2-[2-[1-[3-(2-oxo-3,4-dihydroquinolin-1-yl)propyl]-4-piperidyl]ethyl]isoxazolidin-3-one O=C1N(C2=CC=CC=C2CC1)CCCN1CCC(CC1)CCN1OCCC1=O